5-(3-fluoro-1-(piperidin-4-yl)-1H-pyrazol-4-yl)-3-(6-methoxypyridin-3-yl)-1-tosyl-1H-pyrrolo[2,3-b]pyridine FC1=NN(C=C1C=1C=C2C(=NC1)N(C=C2C=2C=NC(=CC2)OC)S(=O)(=O)C2=CC=C(C)C=C2)C2CCNCC2